N[C@H](CNC(OC(C)(C)C)=O)C tertbutyl N-[(2S)-2-aminopropyl]carbamate